C(#C)C=1C(=CC=C2C=CC=C(C12)C1=C(C=2N=C(N=C(C2C=N1)N([C@H]1CNCC1)C)OC[C@]12CCCN2C[C@@H](C1)F)F)F 7-(8-ethynyl-7-fluoronaphthalen-1-yl)-8-fluoro-2-(((2R,7aS)-2-fluorotetrahydro-1H-pyrrolizin-7a(5H)-yl)methoxy)-N-methyl-N-((R)-pyrrolidin-3-yl)pyrido[4,3-d]pyrimidin-4-amine